CCS(=O)(=O)O Methylmethanesulfonic acid